N-(1-methylcyclopropyl)-8-(4-(tetrahydrofuran-3-carbonyl)piperazin-1-yl)-3-(5-(trifluoromethyl)-1,3,4-thiadiazol-2-yl)imidazo[1,5-a]pyridine-6-sulfonamide CC1(CC1)NS(=O)(=O)C=1C=C(C=2N(C1)C(=NC2)C=2SC(=NN2)C(F)(F)F)N2CCN(CC2)C(=O)C2COCC2